FC1=CC2=C(N(C3=C(C=C2)C=CC=N3)CC3=CC=C(C(=O)NO)C=C3)C=C1 4-((8-fluoro-11H-benzo[b]pyrido[3,2-f]azepin-11-yl)methyl)-N-hydroxybenzamide